ClC=1C=C(C=2N(N1)N=CN2)N2CC(C2)(C(F)(F)F)F 6-chloro-8-(3-fluoro-3-(trifluoromethyl)azetidin-1-yl)-[1,2,4]triazolo[1,5-b]pyridazine